CSC=1C(=CC(=CC1)O)C p-methylthio-m-cresol